ClC1=CC(=C(OCC2=NC=C(C(=C2)OC2CCN(CC2)CC2=NC3=C(N2C[C@H]2OCC2)C=C(C=C3)C(=O)O)F)C=C1)F (S)-2-((4-((2-((4-chloro-2-fluorophenoxy)methyl)-5-fluoropyridin-4-yl)oxy)piperidin-1-yl)methyl)-1-(oxetan-2-ylmethyl)-1H-benzo[d]imidazole-6-carboxylic acid